BrC=1C=C2C=C3N(C2=CC1)C1=C(C=N3)C=CC=N1 9-bromopyrido[3',2':5,6]pyrimido[1,2-a]indole